(3R)-3-({7-cyclopropyl-2-[1-(propan-2-yl)-1H-pyrazol-4-yl][1,2,4]triazolo[1,5-c]quinazolin-5-yl}amino)azepan-2-one C1(CC1)C1=CC=CC=2C=3N(C(=NC12)N[C@H]1C(NCCCC1)=O)N=C(N3)C=3C=NN(C3)C(C)C